Pyridine-6-carboxylic acid benzyl ester C(C1=CC=CC=C1)OC(=O)C1=CC=CC=N1